(2R,3S)-6-oxo-2,3-diphenylmorpholine-4-carboxylic acid tert-butyl ester C(C)(C)(C)OC(=O)N1[C@H]([C@H](OC(C1)=O)C1=CC=CC=C1)C1=CC=CC=C1